(3R,4R)-4-((S)-5H-imidazo[5,1-a]isoindol-5-yl)-1-(methylsulfonyl)piperidin-3-ol C=1N=CN2C1C1=CC=CC=C1[C@@H]2[C@@H]2[C@H](CN(CC2)S(=O)(=O)C)O